(2S,5R)-5-[4-(4-trifluoromethylphenyl)phenyl]-N-ethyl-pyrrole FC(C1=CC=C(C=C1)C1=CC=C(C=C1)C1=CC=CN1CC)(F)F